OC1=C2C=C(NC2=CC=C1)C(=O)OC methyl 4-hydroxy-1H-indole-2-carboxylate